6-fluoro-4-methoxy-7-(morpholin-4-yl)-[1,3]thiazolo[4,5-c]pyridin FC1=C(C2=C(C(=N1)OC)N=CS2)N2CCOCC2